2-hydroxybenzoyl-2-methyl-1-phenylpropan-1-one OC1=C(C(=O)C(C(=O)C2=CC=CC=C2)(C)C)C=CC=C1